5-(hydroxymethyl)-2-methyl-1,2-thiazine 1,1-dioxide OCC=1C=CN(S(C1)(=O)=O)C